3-(3-(4-fluorobenzoyl)-5-(6-(piperazin-1-yl)pyridin-3-yl)-1H-pyrrolo[2,3-b]Pyridin-1-yl)propionic acid FC1=CC=C(C(=O)C2=CN(C3=NC=C(C=C32)C=3C=NC(=CC3)N3CCNCC3)CCC(=O)O)C=C1